BrC1=NN(C(=N1)OC1=CC(=C(C=C1)F)Cl)CC 3-bromo-5-(3-chloro-4-fluorophenoxy)-1-ethyl-1,2,4-triazole